6-(4-Fluorophenyl)-N-[(6-methylpyridazin-3-yl)methyl]-8-[(3R)-pyrrolidin-3-yl]oxy-quinazolin-4-amine FC1=CC=C(C=C1)C=1C=C2C(=NC=NC2=C(C1)O[C@H]1CNCC1)NCC=1N=NC(=CC1)C